2-(3-(dibenzylamino)benzo[5,6][1,4]dioxino[2,3-b]pyridin-2-yl)propan-2-ol methyl-1'-(cyclohexylmethyl)-5-methyl-2H-spiro[1-benzofuran-3,4'-piperidine]-6-carboxylate CC1N(CCC2(C1)COC1=C2C=C(C(=C1)C(=O)OC(C)(C)C1=C(C=C2C(=N1)OC1=C(O2)C=CC=C1)N(CC1=CC=CC=C1)CC1=CC=CC=C1)C)CC1CCCCC1